1,1-Dioxidothietan-3-yl-(7-fluoro-6-(8-methyl-2,3-dihydro-1H-pyrido[2,3-b][1,4]oxazin-7-yl)isochinolin-3-yl)carbamat O=S1(CC(C1)N(C([O-])=O)C=1N=CC2=CC(=C(C=C2C1)C1=C(C2=C(OCCN2)N=C1)C)F)=O